NC1=NC=2N(C(C=NC2C(=N1)C=1OC(=CC1)C)=O)C=C1CC(C#N)=CC=C1 3-((2-amino-4-(5-methylfuran-2-yl)-7-oxopteridin-8(7H)-yl)methylene)benzonitrile